6-(2,5-dihydroxy-4-methoxybenzylamino)purine mesylate S(C)(=O)(=O)O.OC1=C(CNC2=C3NC=NC3=NC=N2)C=C(C(=C1)OC)O